6-(((tert-butyldimethylsilyl)oxy)methyl)-N-methyl-N-(prop-2-yn-1-yl)aniline [Si](C)(C)(C(C)(C)C)OCC1=CC=CC=C1N(CC#C)C